BrC1=CC=C(CN(C(=O)C2CN(C(C2)=O)CC)CC)C=C1 N-(4-bromobenzyl)-N,1-diethyl-5-oxopyrrolidine-3-carboxamide